C1(=CC=CC=C1)N(C(=O)N1CCSCC1)CC1=NC=C(C=C1)C=1OC(=NN1)C(F)(F)F N-phenyl-N-((5-(5-(trifluoromethyl)-1,3,4-oxadiazol-2-yl)pyridin-2-yl)methyl)thiomorpholine-4-carboxamide